2,4,6-trimethoxytoluene COC1=C(C)C(=CC(=C1)OC)OC